ClC=1C=C(C=C(C1)NS(=O)(=O)C)NC(=O)C1=CN(C(=C1)C1=NC=C(C=C1OCC1=CC(=CC(=C1)F)Cl)F)C N-(3-chloro-5-(methylsulfonamido)phenyl)-5-(3-((3-chloro-5-fluorobenzyl)oxy)-5-fluoropyridin-2-yl)-1-methyl-1H-pyrrole-3-carboxamide